C(#N)CC=1C=C(C=CC1)C=1C=C(C(NC1C(F)(F)F)=O)C(=O)N 5-(3-(Cyanomethyl)phenyl)-2-oxo-6-(trifluoromethyl)-1,2-dihydropyridine-3-carboxamide